ethyl 8-(1-hydroxyethyl)-6-(trifluoromethyl)imidazo[1,2-a]pyridine-2-carboxylate OC(C)C=1C=2N(C=C(C1)C(F)(F)F)C=C(N2)C(=O)OCC